C1=CC=C(C=2C3=CC=CC=C3C=CC12)N phenanthrene-4-amine